OC1=CC=C(C=C1)C1=CC=C(C=C1)C(=O)O 4'-Hydroxy-biphenyl-4-carboxylic acid